C(C)(C)(C)OC(=O)N1C[C@@H]2COC3=C(CN2CC1)C=C(C(=C3F)C3=C(C=CC=C3CO)F)F (12aR)-8,10-difluoro-9-[2-fluoro-6-(hydroxymethyl)phenyl]-3,4,12,12a-tetrahydro-6H-pyrazino[2,1-c][1,4]benzooxazepine-2(1H)-carboxylic acid tert-butyl ester